FC(OCC(=O)C1=CC=C(C#N)C=C1)(F)F 4-(2-(trifluoromethoxy)acetyl)benzonitrile